FC1=C(C=CC=C1)N1C(CC=2C1=CN=CC2)=O (2-fluorophenyl)-1,3-dihydro-2H-pyrrolo[2,3-C]pyridin-2-one